(2R,5R)-tert-butyl 5-((R)-2-hydroxy-1-(2-hydroxy-4-(2-(2-methoxyethoxy)ethoxy)benzamido)ethyl)-1-methylpyrrolidine-2-carboxylate OC[C@H](NC(C1=C(C=C(C=C1)OCCOCCOC)O)=O)[C@H]1CC[C@@H](N1C)C(=O)OC(C)(C)C